C(OC1CC(N(C(C1)(C)C)OCCCCCCCCCCC)(C)C)(OC1CC(N(C(C1)(C)C)OCCCCCCCCCCC)(C)C)=O bis(1-undecyloxy-2,2,6,6-tetramethyl-4-piperidyl) carbonate